[Si](C1=CC=CC=C1)(C1=CC=CC=C1)(C(C)(C)C)[C@@]1(C[C@H](O)[C@@H](CO)O1)N1C(=O)NC(=O)C(C)=C1 TBDPS-Thymidine